OC(C)(C)C=1C(=CC2=C(N=C(O2)N2CC3CCC(C2)N3O)C1OC(F)(F)F)C=1SC=CN1 3-(5-(2-hydroxypropan-2-yl)-(thiazol-2-yl)-4-(trifluoromethoxy)benzo-[d]oxazol-2-yl)-3,8-diazabicyclo[3.2.1]octan-8-ol